(S)-1'-(8-((2-(methylthio)phenyl)thio)imidazo[1,2-c]pyrimidin-5-yl)-1,3-dihydrospiro[indene-2,4'-piperidin]-1-amine CSC1=C(C=CC=C1)SC=1C=2N(C(=NC1)N1CCC3(CC1)[C@@H](C1=CC=CC=C1C3)N)C=CN2